2-nitro-1,4-dimethylbenzene [N+](=O)([O-])C1=C(C=CC(=C1)C)C